2-((4'-((5-Nitropyridin-2-yl)oxy)-[1,1'-biphenyl]-3-yl)methyl)isoindoline-1,3-dione [N+](=O)([O-])C=1C=CC(=NC1)OC1=CC=C(C=C1)C1=CC(=CC=C1)CN1C(C2=CC=CC=C2C1=O)=O